O1CCNC2=C1C=CC(=C2)C2C(C2)C2=NN1C(=NC=3C(=CC=CC3C1=N2)OC)N 2-[2-(3,4-dihydro-2H-1,4-benzoxazin-6-yl)cyclopropyl]-7-methoxy[1,2,4]triazolo[1,5-c]quinazolin-5-amine